methyl N-((2-(4-((tert-butoxycarbonyl)amino)phenyl)-5-methylthiazole-4-carbonyl)seryl)-O-(tert-butyldiphenylsilyl)-L-serinate C(C)(C)(C)OC(=O)NC1=CC=C(C=C1)C=1SC(=C(N1)C(=O)N[C@@H](CO)C(=O)N[C@@H](CO[Si](C1=CC=CC=C1)(C1=CC=CC=C1)C(C)(C)C)C(=O)OC)C